CC1N(CCNCCN(CCN(C1)CC(=O)O)CC(=O)O)CC(=O)O methyl-1,4,7,10-tetraazacyclododecane-1,4,7-triacetic acid